N-(6-chloro-1,3-benzothiazol-2-yl)bicyclo[3.3.1]nonane-3-carboxamide ClC1=CC2=C(N=C(S2)NC(=O)C2CC3CCCC(C2)C3)C=C1